pyrazolo[1,5-a]pyrimidinylcarboxamide N1=C(C=C2N1C=CC=N2)C(=O)N